NC1=C(C(=NC(=C1C)C1=CC(=C(C=C1)C#C)F)C(=O)OC)Cl methyl 4-amino-3-chloro-6-(4-ethynyl-3-fluorophenyl)-5-methyl-pyridine-2-carboxylate